tert-butyl 7-imino-5,7-dihydrospiro[cyclopenta[b]pyridine-6,4'-piperidine]-1'-carboxylate N=C1C2=NC=CC=C2CC12CCN(CC2)C(=O)OC(C)(C)C